ethylhexyl salicylate CCCCC(CC)COC(=O)C1C=CC=CC=1O